(R)-1-(3-(3-(4-(2-fluorophenoxy)phenyl)-1H-pyrazolo[3,4-d]pyrimidin-1-yl)piperidin-1-yl)prop-2-en-1-one FC1=C(OC2=CC=C(C=C2)C2=NN(C3=NC=NC=C32)[C@H]3CN(CCC3)C(C=C)=O)C=CC=C1